ethyl 2-{[7-(3-bromobenzyl)-3-methyl-2,6-dioxo-1-(2-oxopropyl)-2,3,6,7-tetrahydro-1H-purin-8-yl]thio}butanoate BrC=1C=C(CN2C(=NC=3N(C(N(C(C23)=O)CC(C)=O)=O)C)SC(C(=O)OCC)CC)C=CC1